bis(trimethylsilylmethyl)nickel pentan-3-yl-carbonate CCC(CC)OC(O)=O.C[Si](C)(C)C[Ni]C[Si](C)(C)C